FC(OC1=CC(=C(C=C1F)C1=CC(=C(N1C)C)C(=O)Cl)C(=O)N1CC2=CC=CC=C2C[C@H]1CN1CCOCC1)F (S)-5-(4-(difluoromethoxy)-5-fluoro-2-(3-(morpholinomethyl)-1,2,3,4-tetrahydroisoquinoline-2-carbonyl)phenyl)-1,2-dimethyl-1H-pyrrole-3-carbonyl chloride